N1=CN=CC2=C1N(C=C2)C[C@@]2(C[C@]1(CC(N(C1)C1=NC=C(N=C1)C(C)(C)O)=O)CCC2)C (5S,7S)-7-((7H-pyrrolo[2,3-d]pyrimidin-7-yl)methyl)-2-(5-(2-hydroxypropane-2-yl)pyrazin-2-yl)-7-methyl-2-azaspiro[4.5]decan-3-one